FC=1C=C(C=C(C1[C@H]1N([C@@H](CC2=C1NC1=CC(=CC=C21)I)C)CC(F)(F)F)F)N[C@@H]2CN(CC2)CCCF (S)-N-(3,5-difluoro-4-((1R,3R)-7-iodo-3-methyl-2-(2,2,2-trifluoroethyl)-2,3,4,9-tetrahydro-1H-pyrido[3,4-b]indol-1-yl)phenyl)-1-(3-fluoropropyl)pyrrolidin-3-amine